C(C)(C)(C)OC(=O)N1CCC2(CC(C2)S(=O)(=O)C2=CC(=C(C=C2)NC2=NC=C(C(=N2)N2C[C@@](CCC2)(C)O)C(F)(F)F)C)CC1 tert-butyl-2-[4-[[4-[(3S)-3-hydroxy-3-methyl-1-piperidyl]-5-(trifluoromethyl)pyrimidin-2-yl]amino]-3-methyl-phenyl]sulfonyl-7-azaspiro[3.5]nonane-7-carboxylate